2,2-bis(3-amino-4-hydroxycyclohexyl)hexafluorotropane NC1CC(CCC1O)C1([C@]2(CC[C@@](C(C1(F)F)(F)F)(N2C)F)F)C2CC(C(CC2)O)N